(2S)-2-amino-N-(5-(1-(5-chloro-2-carbonylpyridin-1(2H)-yl)-2-methoxyethyl)thiazol-2-yl)-2-((trans)-4-methylcyclohexyl)acetamide N[C@H](C(=O)NC=1SC(=CN1)C(COC)N1C(C=CC(=C1)Cl)=C=O)[C@@H]1CC[C@H](CC1)C